2,5-Dimethyl-2,5-di(t-butyl-peroxy)hexane CC(C)(CCC(C)(OOC(C)(C)C)C)OOC(C)(C)C